4-(4-((4'-chloro-5,5-dimethyl-3,4,5,6-tetrahydro-[1,1'-biphenyl]-2-yl)methyl)piperazin-1-yl)benzoic acid ClC1=CC=C(C=C1)C1=C(CCC(C1)(C)C)CN1CCN(CC1)C1=CC=C(C(=O)O)C=C1